FC(C1=NN=C(O1)C=1C=CC(=NC1)CN1C(C2=CC(=CC=C2C(C1=O)(C)C)C1CCN(CC1)S(=O)(=O)C)=O)F 2-((5-(5-(difluoromethyl)-1,3,4-oxadiazole-2-yl)pyridine-2-yl)methyl)-4,4-dimethyl-7-(1-(methylsulfonyl)piperidine-4-yl)isoquinoline-1,3(2H,4H)-dione